CC(CC(C)C)=NCC(CC[Si](OCC)(OCC)OCC)(C)C (1,3-dimethyl-butylidene)-(2,2-dimethyl-4-triethoxysilyl-butyl)-amine